6-(6-methoxynaphthalene-2-yl)-12,12a-dihydrobenzo[4,5]imidazo[1,2-C]quinazoline COC=1C=C2C=CC(=CC2=CC1)C1=NC2=CC=CC=C2C2N1C1=C(N2)C=CC=C1